C(C=C)(=O)OCC(C)CCOC(F)(F)F 2-(acryloyloxymethyl)-4-trifluoromethyloxybutane